1-{3-[3-(benzyloxy)propoxy]-5-{5-bromo-1H-pyrazolo[3,4-c]pyridin-3-yl}pyridin-2-yl}-4-methylpiperazine C(C1=CC=CC=C1)OCCCOC=1C(=NC=C(C1)C1=NNC2=CN=C(C=C21)Br)N2CCN(CC2)C